3-(5-amino-2-oxo-benzo[ct]indol-1-yl)piperidine-2,6-dione NC=1C=CC=2C(N(C3=CC=CC1C23)C2C(NC(CC2)=O)=O)=O